[Br-].C(CC)[N+](CC=C)(C)C propyl-dimethyl-allyl-ammonium bromide